C(C)(C)(C)OC(NC1CC2(C1)C(N(CC2)C=2SC(=C(N2)Cl)C(C)(C)C)=O)=O [6-(5-tert-butyl-4-chloro-1,3-thiazol-2-yl)-5-oxo-6-azaspiro[3.4]oct-2-yl]carbamic acid tert-butyl ester